C(C)N1CCN(CC1)C1=CC=C(C=C1)C=1NC=2C=CC=C(C2C1)C(=O)N 2-(4-(4-ethyl-piperazin-1-yl)-phenyl)-1H-indol-4-carboxamide